COC=1C(C2=CC=CC(=C2C(C1)=O)Cl)=O 2-methoxy-5-chloro-1,4-naphthoquinone